CC=1C(=CC2=C(SC=C2)C1)N 6-methylbenzo[b]thiophene-5-amine